O(C1=CC=CC=C1)C1=CC=C(C=C1)C1=CC=NC=2N1N=CN2 7-(4-phenoxyphenyl)[1,2,4]triazolo[1,5-a]pyrimidin